C(#N)C=1C=CC(=C2C=CC=NC12)N1CC2(CC2(C1)C)C(=O)NCC1CN(CCO1)C 3-(8-cyanoquinolin-5-yl)-5-methyl-N-((4-methylmorpholin-2-yl)methyl)-3-azabicyclo[3.1.0]hexane-1-carboxamide